CC1=C2N(C(C(=C1)NC1=CC(=NC=N1)NC(=O)C1CC1)=O)C1(NC2=O)CC2(CCC1)CC2 N-(6-((8''-methyl-1'',5''-dioxo-1'',5''-dihydro-2''H-dispiro[cyclopropane-1,1'-cyclohexane-3',3''-imidazo[1,5-a]pyridine]-6''-yl)amino)pyrimidin-4-yl)cyclopropanecarboxamide